N-(2-(hydroxymethyl)-2-methyl-6-morpholino-2,3-dihydrobenzofuran-5-yl)pyrazolo[1,5-a]pyrimidine-3-carboxamide OCC1(OC2=C(C1)C=C(C(=C2)N2CCOCC2)NC(=O)C=2C=NN1C2N=CC=C1)C